(S)-2-((4-(3-((4-methyl-4H-1,2,4-triazol-3-yl)methyl)oxetan-3-yl)-6-(6-((3-methylpiperidin-1-yl)methyl)-1-oxo-4-(trifluoromethyl)isoindolin-2-yl)pyridin-2-yl)amino)acetonitrile CN1C(=NN=C1)CC1(COC1)C1=CC(=NC(=C1)N1C(C2=CC(=CC(=C2C1)C(F)(F)F)CN1C[C@H](CCC1)C)=O)NCC#N